N1=C(C=CC=C1)NC1=CC=NC=2N1N=CC2C#N 7-(pyridin-2-ylamino)pyrazolo[1,5-a]pyrimidine-3-carbonitrile